anthracenyl-formyl chloride C1(=CC=CC2=CC3=CC=CC=C3C=C12)C(=O)Cl